C(C)C1CN(C=2C(N[C@](NC2N1CC=1OC=CC1)(N)NC1=C(C=C(C=C1)S(=O)(=O)CC(=O)N1CCN(CC1)C)OC)=O)C (R)-7-ethyl-8-(furan-2-ylmethyl)-2-[2-methoxy-4-(2-(4-methylpiperazin-1-yl)-2-oxoethylsulphonyl)phenylamino]-5-methyl-dihydropterin